N-(2-acetyl-4,5-dichlorophenyl)-2-chloro-5-cyanobenzamide C(C)(=O)C1=C(C=C(C(=C1)Cl)Cl)NC(C1=C(C=CC(=C1)C#N)Cl)=O